FC=1C=C(C=CC1O)CNC(=O)C=1C(=NC2=CC(=CC=C2C1C)C(F)(F)F)OC N-[(3-fluoro-4-hydroxy-phenyl)-methyl]-2-methoxy-4-methyl-7-(trifluoromethyl)-quinoline-3-carboxylic acid amide